C(C)(C)(C)OC(CCCCCN)=O 6-aminohexanoic acid tert-butyl ester